(R)-N-(1-(2-fluoro-3-(trifluoromethyl)phenyl)ethyl)-6-(1-isopropylpiperidin-4-yl)-7-methoxypyrido[2,3-d]pyrimidin-4-amine FC1=C(C=CC=C1C(F)(F)F)[C@@H](C)NC=1C2=C(N=CN1)N=C(C(=C2)C2CCN(CC2)C(C)C)OC